FC1CC(N(C1)C(CN1C=CC2=C(C=CC=C12)F)=O)C(=O)NC(C1=CC=C(C=C1)C(C)C)C1=CC=CC=C1 4-fluoro-1-[2-(4-fluoro-1H-indol-1-yl)acetyl]-N-{phenyl-[4-(propan-2-yl)phenyl]methyl}pyrrolidine-2-carboxamide